N-[3-(6-chloro-1,3-benzothiazol-2-yl)-1-bicyclo[1.1.1]pentanyl]-5-[(1R)-1-methylsulfonylethyl]furan-2-carboxamide ClC1=CC2=C(N=C(S2)C23CC(C2)(C3)NC(=O)C=3OC(=CC3)[C@@H](C)S(=O)(=O)C)C=C1